7-chloroimidazo[1,2-a]pyridin-6-ol ClC1=CC=2N(C=C1O)C=CN2